4,7-dichloro-2-(2,6-dioxopiperidin-3-yl)isoindoline-1,3-dione ClC1=C2C(N(C(C2=C(C=C1)Cl)=O)C1C(NC(CC1)=O)=O)=O